Cl.S1C2=C(C=C1)C(=CC=C2)N2CCC(CC2)CN([C@@H]2CC1=C(N=C(S1)N)CC2)C (S)-N6-((1-(benzo[b]thiophen-4-yl)piperidin-4-yl)methyl)-N6-methyl-4,5,6,7-tetrahydrobenzo[d]thiazole-2,6-diamine hydrochloride